C(N)(=O)C1=C(N(N=C1C1=C(C=C(C=C1)CC(=O)NC1=CC(=NO1)C12CC(C1)(C2)C)Cl)C(C)C)NC(OC(C)(C)C)=O tert-Butyl N-[4-carbamoyl-5-[2-chloro-4-[2-[[3-(3-methyl-1-bicyclo[1.1.1]pentanyl)isoxazol-5-yl]amino]-2-oxo-ethyl]phenyl]-2-isopropyl-pyrazol-3-yl]carbamate